C(#N)C=1C=C(C=CC1)NC(=O)NC(C(=O)O)(CC)C1CC1 (-)-2-{[(3-cyanophenyl)carbamoyl]amino}-2-cyclopropylbutyric acid